1,3-dipropyl-1,3-propanedione C(CC)C(CC(=O)CCC)=O